N(N)C1=NC=C(C(=O)N)C=C1 6-hydrazino-nicotinamide